FC=1C=CC=2C3=C(C(N(C2C1)C1=CC=CC=C1)=O)N=C(N3C)C 7-fluoro-1,2-dimethyl-5-phenyl-1,5-dihydro-4H-imidazo[4,5-c]quinolin-4-one